FC1=C(C=CC(=C1N1N=CC(=C1)CNC)OC)NC1=NC(=CC(=N1)NC)C N2-(2-fluoro-4-methoxy-3-(4-((methylamino)methyl)-1H-pyrazol-1-yl)phenyl)-N4,6-dimethylpyrimidine-2,4-diamine